2-(3-bromophenyl)-N-((4R,5S,7R,8R,9S,10R)-8,10-dihydroxy-7-(hydroxymethyl)-9-(4-(3,4,5-trifluorophenyl)-1H-1,2,3-triazol-1-yl)-1,6-dioxaspiro[4.5]decan-4-yl)acetamide BrC=1C=C(C=CC1)CC(=O)N[C@@H]1CCO[C@]12O[C@@H]([C@@H]([C@@H]([C@H]2O)N2N=NC(=C2)C2=CC(=C(C(=C2)F)F)F)O)CO